CC1=CC=C(C=C1)N1C(N(C(C=C1)=O)C1=CC=C(C=C1)C)=O 1,3-bis(4-methylphenyl)pyrimidine-2,4(1H,3H)-dione